C1(CCCCC1)C1=C(C=C(CON=C(C)OCC)C=C1)C(F)(F)F ethyl N-(4-cyclohexyl-3-trifluoromethyl-benzyloxy)-acetimidate